ClC1=C(C=CC(=C1)CNC)N1C(=NC(=C1)C1=NC(=NC=C1C#N)NC1CCN(CC1)S(=O)(=O)C)C 4-(1-(2-chloro-4-((methylamino)methyl)phenyl)-2-methyl-1H-imidazol-4-yl)-2-((1-(methylsulfonyl)piperidin-4-yl)amino)pyrimidine-5-carbonitrile